BrC1=CC=C(C=C1)[C@@H]1[C@H]([C@@H](CCC1)CO[Si](C)(C)C(C)(C)C)C(=O)OCC1=CC=CC=C1 benzyl (1R,2S,6R)-2-(4-bromophenyl)-6-(((tert-butyldimethylsilyl)oxy)methyl)cyclohexane-1-carboxylate